hexamethylene glycol bis[3-(3,5-di-tert-butyl-4-hydroxyphenyl)propionate] C(C)(C)(C)C=1C=C(C=C(C1O)C(C)(C)C)CCC(=O)OCCCCCCOC(CCC1=CC(=C(C(=C1)C(C)(C)C)O)C(C)(C)C)=O